N1(CCOCC1)C1=NC=CC(=N1)NC=1N=CC2=CN=CC(=C2C1)C(C)C N-[2-(morpholin-4-yl)pyrimidin-4-yl]-5-(propan-2-yl)-2,7-naphthyridin-3-amine